FC1(CCC(CC1)C1=NC=CC(=C1N)C1=NN(C=C1)C1OCCCC1)F 2-(4,4-difluorocyclohexyl)-4-(1-(tetrahydro-2H-pyran-2-yl)-1H-pyrazol-3-yl)pyridin-3-amine